1-(2-(7,8-dimethyl-[1,2,4]triazolo[1,5-a]pyridin-6-yl)-4-fluoro-3-isopropyl-1H-pyrrolo[2,3-c]pyridin-5-yl)-N-ethyl-N-methylpiperidin-4-amine CC1=C(C=2N(C=C1C1=C(C=3C(=CN=C(C3F)N3CCC(CC3)N(C)CC)N1)C(C)C)N=CN2)C